N,N'-Dibenzylethylendiamin C(C1=CC=CC=C1)NCCNCC1=CC=CC=C1